di(p-tolyl)methylene(cyclopentadienyl)(tetramethyldodecahydrodibenzofluorenyl)zirconium dichloride [Cl-].[Cl-].C1(=CC=C(C=C1)C(=[Zr+2](C1(C(C(CC2C3C(C4C=5C=CC=CC5CC4=C21)CCCC3)C)(C)C)C)C3C=CC=C3)C3=CC=C(C=C3)C)C